3-(4-(4-amino-3-(4-phenoxyphenyl)-1H-pyrazolo[3,4-d]pyrimidin-1-yl)piperidin-1-yl)-7-azaspiro[3.5]nonane-7-carboxylic acid tert-butyl ester C(C)(C)(C)OC(=O)N1CCC2(C(CC2)N2CCC(CC2)N2N=C(C=3C2=NC=NC3N)C3=CC=C(C=C3)OC3=CC=CC=C3)CC1